C(C)OC(/C=C/1\CCC2=CC=CC=C12)=O Ethyl-(E)-(1-indanylidene)acetate